C(C)C1=CC=C(CC=2C(=C(C=O)C=CC2C)OC)C=C1 3-(4-ethylbenzyl)-2-methoxy-4-methylbenzaldehyde